The molecule is a UDP-amino sugar that is UDP-N-acetyl-alpha-D-glucosamine having an alpha-D-galactose-1-phospho moiety attached at position 6. It derives from an UDP-D-glucosamine. It is a conjugate acid of an UDP-N-acetyl-6-(alpha-D-galactose-1-phosphonato)-alpha-D-glucosamine(3-). CC(=O)N[C@@H]1[C@H]([C@@H]([C@H](O[C@@H]1OP(=O)(O)OP(=O)(O)OC[C@@H]2[C@H]([C@H]([C@@H](O2)N3C=CC(=O)NC3=O)O)O)COP(=O)(O)O[C@@H]4[C@@H]([C@H]([C@H]([C@H](O4)CO)O)O)O)O)O